(R)-2-((((9H-fluoren-9-yl)methoxy)carbonyl)amino)-3-fluoro-3-methylbutanoic acid C1=CC=CC=2C3=CC=CC=C3C(C12)COC(=O)N[C@H](C(=O)O)C(C)(C)F